(S)-N-(4-cyano-3-(trifluoromethyl)phenyl)-2-hydroxy-2-methyl-3-(4-phenyl-1H-indol-1-yl)propionamide C(#N)C1=C(C=C(C=C1)NC([C@@](CN1C=CC2=C(C=CC=C12)C1=CC=CC=C1)(C)O)=O)C(F)(F)F